tert-butyl ((1r,3r)-3-(4-(2-(4-((5-fluoro-2-(2H-1,2,3-triazol-2-yl)pyridin-3-yl)oxy) phenyl)propan-2-yl)phenoxy)cyclobutyl)carbamate FC=1C=C(C(=NC1)N1N=CC=N1)OC1=CC=C(C=C1)C(C)(C)C1=CC=C(OC2CC(C2)NC(OC(C)(C)C)=O)C=C1